4-(4-bromophenyl)thiomorpholine-1,1-dioxide BrC1=CC=C(C=C1)N1CCS(CC1)(=O)=O